2,2-dihydroxy-2-phenylethanone OC(C=O)(C1=CC=CC=C1)O